5,6-dihydrobenzo[h]Quinazolin-2-amine N1=C(N=CC=2CCC3=C(C12)C=CC=C3)N